CCCCCCCCC(CCCCCCCC)OC(CCCCCCC(=O)O)=O 8-(heptadecane-9-yloxy)-8-oxooctanoic acid